[4-(6-fluoropyridin-3-yl)piperazine-1-carbonyl]-6-methyl-N-(1-methylcyclopropyl)furo[2,3-d]pyrimidin-4-amine FC1=CC=C(C=N1)N1CCN(CC1)C(=O)C=1N=C(C2=C(N1)OC(=C2)C)NC2(CC2)C